4-((2-(2-(tert-butoxy)-2-oxoethyl)-3-chlorobenzyl)(methyl)amino)-4-methylpiperidine-1-carboxylic acid tert-butyl ester C(C)(C)(C)OC(=O)N1CCC(CC1)(C)N(C)CC1=C(C(=CC=C1)Cl)CC(=O)OC(C)(C)C